CC1=C(C(=CC(=C1C)OCCC)C)O 2,3,6-Trimethyl-4-propoxy-phenol